C(C)C1=C(N=C(COC)C)C(=CC=C1)C 2-ethyl-N-(2-methoxy-1-methylethylidene)-6-methylaniline